NC=1N=C(C2=C(N1)C(=CN2CC2=C(C=C(C(=O)OC)C=C2)OC)Br)Cl methyl 4-[(2-amino-7-bromo-4-chloro-5H-pyrrolo[3,2-d]pyrimidin-5-yl) methyl]-3-methoxybenzoate